C(#N)COC1=C(C(=C(C=C1)C1=CN=C2N1C=CN=C2NC2=CC(=C(C(=O)N1CCN(CC1)C(=O)N1C[C@@H](NCC1)C(=O)O)C=C2)C)F)F (2R)-4-[4-[4-[[3-[4-(cyanomethoxy)-2,3-difluorophenyl]imidazo[1,2-a]pyrazin-8-yl]amino]-2-methylbenzoyl]piperazine-1-carbonyl]piperazine-2-carboxylic acid